[C].[Fe] Iron Carbon